N-(trans-4-morpholinocyclohexyl)-6-(3-nitrophenyl)-9H-pyrimido[4,5-b]indol-4-amine O1CCN(CC1)[C@@H]1CC[C@H](CC1)NC1=NC=NC=2NC3=CC=C(C=C3C21)C2=CC(=CC=C2)[N+](=O)[O-]